ClC=1C=CC2=C(C(CC(O2)C(=O)NC23C[C@@H](C(CC2)(CC3)NC(COC3=CC(=C(C=C3)Cl)F)=O)O)NC)C1 6-chloro-N-{(3S)-4-[2-(4-chloro-3-fluorophenoxy)acetamido]-3-hydroxybicyclo[2.2.2]oct-1-yl}-4-(methylamino)-3,4-dihydro-2H-1-benzopyran-2-carboxamide